4-(6-amino-5-methoxypyridin-3-yl)piperazine-1-carboxylic acid tert-butyl ester C(C)(C)(C)OC(=O)N1CCN(CC1)C=1C=NC(=C(C1)OC)N